FC(C=1C=CC=2N(C1)C(=CN2)C2=NC(=NS2)N2C[C@H](OCC2)CNS(=O)(=O)C)(F)F (S)-N-((4-(5-(6-(trifluoromethyl)imidazo[1,2-a]pyridin-3-yl)-1,2,4-thiadiazol-3-yl)morpholin-2-yl)methyl)methanesulfonamide